tert-Butyl 4-(2-((dinonylglycyl)oxy)ethyl)piperidine-1-carboxylate C(CCCCCCCC)N(CC(=O)OCCC1CCN(CC1)C(=O)OC(C)(C)C)CCCCCCCCC